FC=1C=C(C=CC1)[C@H](C)N (1S)-1-(3-fluorophenyl)ethylamine